FC1=C(C=CC=C1F)CN1C(CCC1=O)CC(=O)OCCOC1=CC=C(C=C1)F 2-(4-fluorophenoxy)ethyl 2-[1-[(2,3-difluorophenyl)methyl]-5-oxo-pyrrolidin-2-yl]acetate